racemic-tert-butyl 4-aminoazepane-1-carboxylate N[C@H]1CCN(CCC1)C(=O)OC(C)(C)C |r|